NC(CO)CC1=NC=CC=C1 2-amino-3-(2-pyridyl)propan-1-ol